CC=1C=CC(=NC1)C1=CN(C=C(C1=O)C(=O)O)CC1CCOCC1 5-methyl-4'-oxo-1'-(tetrahydro-2H-pyran-4-ylmethyl)-1',4'-dihydro-2,3'-bipyridine-5'-carboxylic acid